N-Phthaloyl-aza-tyrosine C(C=1C(C(=O)O)=CC=CC1)(=O)NN(CC1=CC=C(C=C1)O)C(=O)O